tert-butyl 3-((2-(dimethylamino)ethyl)amino)-3-(3-(trifluoromethyl)-phenethyl)piperidine-1-carboxylate CN(CCNC1(CN(CCC1)C(=O)OC(C)(C)C)CCC1=CC(=CC=C1)C(F)(F)F)C